1-((3S,4R)-4-(3,4-difluorophenyl)-1-(2-methoxyethyl)pyrrolidin-3-yl)-3-(3-(2-methoxypyrimidin-5-yl)-4-methyl-1-phenyl-1H-pyrazol-5-yl)urea FC=1C=C(C=CC1F)[C@H]1[C@@H](CN(C1)CCOC)NC(=O)NC1=C(C(=NN1C1=CC=CC=C1)C=1C=NC(=NC1)OC)C